(3-Chloro-4-fluorophenyl)-1-(6-methoxypyridazin-3-yl)-1-((5-(trifluoromethyl)-1H-pyrazol-3-yl)methyl)urea ClC=1C=C(C=CC1F)NC(N(CC1=NNC(=C1)C(F)(F)F)C=1N=NC(=CC1)OC)=O